N-(2-methacryloxyethyl)imidazolidin-2-one C(C(=C)C)(=O)OCCN1C(NCC1)=O